3-acetoxy-6-oxo-6H-benzo[c]chromene-8-carboxylic acid C(C)(=O)OC1=CC=C2C3=C(C(OC2=C1)=O)C=C(C=C3)C(=O)O